6-(3-(5-(1-(cyclobutylmethyl)piperidin-4-yl)-3-fluoropyridin-2-yl)-4-isopropyl-1H-pyrazol-5-yl)-8-methoxy-[1,2,4]triazolo[1,5-a]pyridine C1(CCC1)CN1CCC(CC1)C=1C=C(C(=NC1)C1=NNC(=C1C(C)C)C=1C=C(C=2N(C1)N=CN2)OC)F